4-Chloro-2-ethynyl-1-isopropoxybenzene ClC1=CC(=C(C=C1)OC(C)C)C#C